3,4-methylenedioxyphenylacetic acid C1OC=2C=C(C=CC2O1)CC(=O)O